CC=1N=NC(=C(N1)N[C@@H]1CN(CC1)C)[C@H](C)C1=CC=CC=C1 3-methyl-N-((S)-1-methylpyrrolidin-3-yl)-6-((R)-1-phenylethyl)-1,2,4-triazin-5-amine